S(=O)(=O)(O)O.Cl(=O)(=O)(=O)O hydrogen perchlorate sulfate